B1OCC2=C1C=C(C=C2)C(=O)N 1,3-dihydrobenzo[c][1,2]oxaborole-6-carboxamide